CC1(CCN(CC1)C1=C(C=C(C=C1)C(F)(F)F)NC(=O)C=1OC(=CC1)C1CCOCC1)CN1CCOCC1 N-(2-(4-methyl-4-(morpholinomethyl)piperidin-1-yl)-5-(trifluoromethyl)phenyl)-5-(tetrahydro-2H-pyran-4-yl)furan-2-carboxamide